C1(=CC=CC=C1)N(C1=CC=CC=C1)C1CCN(CC1)C(=O)C=1C2=C(C=NC1)C=CN2 [4-(N-phenylanilino)-1-piperidyl]-(1H-pyrrolo[3,2-c]pyridin-7-yl)methanone